tetraethylenetriamine C1CN2CCN(CCN1)CC2